2-[(2',4'-dichloro-4-{[2-(dimethylamino)ethoxy]carbonyl}-[1,1'-biphenyl]-3-yl)carbamoyl]-4-{[dimethyl(oxo)-λ6-sulfanylidene]carbamoyl}benzoic acid ClC1=C(C=CC(=C1)Cl)C1=CC(=C(C=C1)C(=O)OCCN(C)C)NC(=O)C1=C(C(=O)O)C=CC(=C1)C(N=S(=O)(C)C)=O